NCCC1=CC=C(CNC(COC2C#CCCCCC2)=O)C=C1 N-(4-(aminoethyl)benzyl)-2-(cyclooct-2-yn-1-yloxy)acetamide